[Cl-].C(C=C)[N+]1=CC=CC=C1 allylpyridinium chloride salt